CS(=O)(=O)OCCC1(COC1)C1=CC=CC=C1 2-(3-phenyloxetane-3-yl)ethyl methanesulfonate